FC1CN(C1)CC1(CN(CCC1)C(=O)OC(C)(C)C)O Tert-Butyl 3-((3-fluoroazetidin-1-yl)methyl)-3-hydroxypiperidine-1-carboxylate